CC=1C=C(C=C(C1O)C)C1(C2CC3CC(CC1C3)C2)C2=CC(=C(C(=C2)C)O)C 2,2-bis(3,5-dimethyl-4-hydroxyphenyl)adamantane